OC1(C2CC3CC(CC1C3)C2)CC(=O)OCC ETHYL 2-(2-HYDROXYADAMANTAN-2-YL)ACETATE